3-(4-((2,5-dibromo-4-(piperidin-1-ylmethyl)benzyl)thio)-1-oxoisoindolin-2-yl)piperidine-2,6-dione BrC1=C(CSC2=C3CN(C(C3=CC=C2)=O)C2C(NC(CC2)=O)=O)C=C(C(=C1)CN1CCCCC1)Br